bromo(methyl)triphenyl-lambda5-phosphine BrP(C1=CC=CC=C1)(C1=CC=CC=C1)(C1=CC=CC=C1)C